C(C1=CC=CC=C1)N(C(C=C)=O)CC1=CC=CC=C1 N,N-dibenzylacrylamide